S1C(=CC=C1)C=1SC=CC1C=1SC=CC1 ter-thiophenyl